FC1=C(OCC=2C=C(C=CC2)\C=C/2\C(=C(C3=CC(=CC=C23)F)CC(=O)O)C)C=CC(=C1)F 2-[(1Z)-1-({3-[(2,4-difluorophenoxy)methyl]phenyl}methylene)-5-fluoro-2-methyl-1H-inden-3-yl]acetic acid